NC1=NC=2C=C(C(=CC2C=2N1N=C(N2)[C@@H]2CC[C@@H](N(C2)C(=O)C=2C=NN(C2)C(C)C)C)F)OC ((2S,5R)-5-(5-amino-9-fluoro-8-methoxy-[1,2,4]triazolo[1,5-c]quinazolin-2-yl)-2-methylpiperidin-1-yl)(1-isopropyl-1H-pyrazol-4-yl)methanone